4-Chloro-11-(propan-2-yl)-11-azatricyclo[6.2.1.02,7]undeca-2,4,6,9-tetraene hydrochloride Cl.ClC=1C=C2C3C=CC(C2=CC1)N3C(C)C